N-((7-Bromo-4-methylbenzofuran-2-yl)methyl)-1-oxo-2,7-naphthyridine-2(1H)-carboxamide BrC1=CC=C(C=2C=C(OC21)CNC(=O)N2C(C1=CN=CC=C1C=C2)=O)C